3-(2-cyclohexylethoxy)-4-(4-methylpiperazin-1-yl)aniline C1(CCCCC1)CCOC=1C=C(N)C=CC1N1CCN(CC1)C